FC=1C(=NC=C(C1)NC(CC1=C(C(=CC=C1)C(F)(F)F)F)=O)N1C=NC(=C1)C(=O)OCC ethyl 1-(3-fluoro-5-(2-(2-fluoro-3-(trifluoromethyl)phenyl)acetamido)pyridin-2-yl)-1H-imidazole-4-carboxylate